ClC1=NC(=C(C(=C1Cl)Cl)C(Cl)(Cl)Cl)Cl 2,3,4,6-tetrachloro-5-trichloromethyl-pyridine